C(C)(=O)NC1=CC=NN1C1=NN=C(S1)NC(=O)C1=CC(=C(C(O1)=O)OCCOC)C1=C(C=CC=C1OC)Cl N-(5-(5-acetamido-1H-pyrazol-1-yl)-1,3,4-thiadiazol-2-yl)-4-(2-chloro-6-methoxyphenyl)-3-(2-methoxyethoxy)-2-oxo-2H-pyran-6-carboxamide